C(C)(=O)C=1N=CC(=NC1)OCCCC(=O)OC(C)(C)C tert-Butyl 4-((5-acetylpyrazin-2-yl)oxy)butanoate